O[C@H]1C[C@@H](N(C1)C(=O)OCC1C2=CC=CC=C2C=2C=CC=CC12)C(=O)OC(C)(C)C 1-((9H-fluoren-9-yl)methyl) 2-(tert-butyl) (2R,4S)-4-hydroxypyrrolidine-1,2-dicarboxylate